C(C)(=O)NC1C(C2OC(OCC2OC1OC1=CC=C(C=C1)C(\C=C\C1=CC=CC=C1)=O)C1=CC=CC=C1)OCC(=O)O 2-[[7-Acetamido-2-phenyl-6-[4-[(E)-3-phenylprop-2-enoyl]phenoxy]-4,4a,6,7,8,8a-hexahydropyrano[3,2-d][1,3]dioxin-8-yl]oxy]acetic acid